methyl 2-((1H-pyrrolo[2,3-b]pyridin-5-yl)oxy)-4-(4-((4'-chloro-4,4-dimethyl-3,4,5,6-tetrahydro-[1,1'-biphenyl]-2-yl)methyl)piperazin-1-yl)benzoate N1C=CC=2C1=NC=C(C2)OC2=C(C(=O)OC)C=CC(=C2)N2CCN(CC2)CC2=C(CCC(C2)(C)C)C2=CC=C(C=C2)Cl